ClCC1=CC=C(C=C1)N1N=C(C=C1C1=CC=C(C=C1)C)C(F)(F)F 1-(4-(chloromethyl)phenyl)-5-(p-methylphenyl)-3-(trifluoromethyl)-1H-pyrazole